C(CCC)C1=NN=C(S1)NC(C1=CC(=CC=C1)NS(=O)(=O)C1=CC(=C(C=C1)C)F)=O N-(5-butyl-1,3,4-thiadiazol-2-yl)-3-((3-fluoro-4-methylphenyl)sulfonamido)benzamide